4-(4-bromo-3,5-dimethyl-pyrazol-1-yl)piperidine-1-carboxylic acid tert-butyl ester C(C)(C)(C)OC(=O)N1CCC(CC1)N1N=C(C(=C1C)Br)C